CN1N=CN=C1C1=CC=C(C=C1)C1=CNC2=NC=C(C=C21)C=2C=CC1=C(CC[C@H](CC1)N1C3COCC1C3)C2 6-[(7S)-2-{3-[4-(1-Methyl-1H-1,2,4-triazol-5-yl)phenyl]-1H-pyrrolo[2,3-b]pyridin-5-yl}-6,7,8,9-tetrahydro-5H-benzo[7]annulen-7-yl]-3-oxa-6-azabicyclo[3.1.1]heptane